5-[1-(diethoxyphosphoryl)-2-hydroxyethyl]-1-benzothiophene-2-carboxylate C(C)OP(=O)(OCC)C(CO)C=1C=CC2=C(C=C(S2)C(=O)[O-])C1